FC1(C(OC(C2=CC=C(C=C12)NC1=NC=C(C(=C1)N[C@H](CO)C1=CC=CC=C1)C1=NC(=NO1)C12CCN(CC1)CC2)=O)C)F 4,4-difluoro-6-((4-(((S)-2-hydroxy-1-phenylethyl)amino)-5-(3-(quinuclidin-4-yl)-1,2,4-oxadiazol-5-yl)pyridin-2-yl)amino)-3-methylisochroman-1-one